F[C@H](C)C1=NOC(=N1)/C=C/C(=O)OCC (R,E)-ethyl 3-(3-(1-fluoroethyl)-1,2,4-oxadiazol-5-yl)acrylate